IC1=C(C(=NC=C1)N1CCC2(CC1)[C@@H](C1=CC=CC=C1C2)NC(OC(C)(C)C)=O)C Tert-butyl (S)-(1'-(4-iodo-3-methylpyridin-2-yl)-1,3-dihydrospiro[indene-2,4'-piperidin]-1-yl)carbamate